C[C@@]1(CB1)C=1C(=C(C(=O)O)C=CC1)O 3-[(1R,2S)-2-boranopropyl]-2-hydroxybenzoic acid